FC(OC=1C=C2C(CCC3(C2=CC1)CC3)=O)F 6'-(difluoromethoxy)-2',3'-dihydro-4'H-spiro[cyclopropane-1,1'-naphthalen]-4'-one